diphenylsilanylbis(2-methyl-1-indenyl)zirconium dichloride [Cl-].[Cl-].C1(=CC=CC=C1)[SiH](C1=CC=CC=C1)[Zr+2](C1C(=CC2=CC=CC=C12)C)C1C(=CC2=CC=CC=C12)C